1-naphthalen-2-ylethanol C1=C(C=CC2=CC=CC=C12)C(C)O